N1(CCCCC1)CCCC(=O)OC(C(=O)OCCCCC(CCCC)CC)C(C(=O)OCCCCC(CCCC)CC)OC(CCCN1CCCCC1)=O bis(5-ethylnonyl) 2,3-bis((4-(piperidin-1-yl)butanoyl)oxy)succinate